CC1=C(C2=C(C(N(C=C2C#CC(C(F)(F)F)(C2=CC(=CC(=C2)C)O)O)C)=O)N1)C(=O)OCC ethyl 2,6-dimethyl-7-oxo-4-[4,4,4-trifluoro-3-hydroxy-3-(3-hydroxy-5-methyl-phenyl)but-1-ynyl]-1H-pyrrolo[2,3-c]pyridine-3-carboxylate